6-(dimethylamino)-2-naphthalenecarboxylic acid CN(C=1C=C2C=CC(=CC2=CC1)C(=O)O)C